O=C1NC(CCC1N1C(C2=CC=CC(=C2C1=O)C=1OC(NN1)=S)=O)=O 2-(2,6-dioxopiperidin-3-yl)-4-(5-thioxo-4,5-dihydro-1,3,4-oxadiazol-2-yl)isoindoline-1,3-dione